3-chloro-5-(2,6-difluorophenyl)-6H-pyrazolo[1,5-a][1,3,5]benzotriazepine-9-carbonyl chloride ClC=1C=NN2C1N=C(NC1=C2C=C(C=C1)C(=O)Cl)C1=C(C=CC=C1F)F